2-((2S,5R)-4-(3-(dimethylamino)-2,2-dimethylpropanoyl)-5-methyl-2-phenylpiperazin-1-yl)-2-oxo-N-(1-(tetrahydro-2H-pyran-2-yl)-1H-pyrazolo[4,3-c]pyridin-7-yl)acetamide CN(CC(C(=O)N1C[C@@H](N(C[C@H]1C)C(C(=O)NC=1C2=C(C=NC1)C=NN2C2OCCCC2)=O)C2=CC=CC=C2)(C)C)C